5,7-difluoro-6-(1-(6-(quinolin-3-yl)-1H-imidazo[4,5-b]pyrazin-1-yl)ethyl)quinoline FC1=C2C=CC=NC2=CC(=C1C(C)N1C=NC=2C1=NC(=CN2)C=2C=NC1=CC=CC=C1C2)F